O=C(CCC(OCCCCCCCCCC(C)=O)=O)OCCCCCCCCCC(C)=O.[Na] sodium 1,4-dioxo-1,4-bis((10-oxoundecyl)oxy)butane